NCC(CN1CC=2N(C3=CC=CC=C3C2CC1)C)O 1-amino-3-(9-methyl-1,3,4,9-tetrahydro-2H-β-carbolin-2-yl)propan-2-ol